N1=C(C=CC=C1)N[C@@H](C)C(=O)O Pyridinyl-alanine